COC1=C(C=CC(=C1)N1CC2(COC2)C1)NC1=NC=CC(=C1)NC=1C=CC=C2CCN(C12)C(C)=O 1-(7-((2-((2-Methoxy-4-(2-oxa-6-azaspiro[3.3]heptan-6-yl)phenyl)amino)pyridin-4-yl)amino)indolin-1-yl)ethan-1-one